2-[6-[[4-(trifluoromethyl)pyrimidin-2-yl]methyl]-2-azaspiro[3.3]heptane-2-carbonyl]-2,5-diazaspiro[3.4]octan-6-one FC(C1=NC(=NC=C1)CC1CC2(CN(C2)C(=O)N2CC3(C2)NC(CC3)=O)C1)(F)F